3-(3-aminophenyl)-(3-chloro-4-methylphenyl)-4-methylpentanamide NC=1C=C(C=CC1)C(C(C(=O)N)C1=CC(=C(C=C1)C)Cl)C(C)C